8-(1-(allyloxy)vinyl)spiro[4.5]dec-7-ene C(C=C)OC(=C)C1=CCC2(CCCC2)CC1